C(C)(C)(C)OC(=O)N1C2C3=CC(=CC=C3C1C=C2)Cl tert-Butyl-4-chloro-11-azatricyclo[6.2.1.02,7]undeca-2,4,6,9-tetraene-11-carboxylate